BrC1=C(C=C(C=C1)Cl)CC#N 2-(2-bromo-5-chlorophenyl)acetonitrile